ClC=1N=CC2=C(C=CC(=C2C1)C(C)C)N1[C@@H]([C@H](C1)CS(=O)(=O)C)C 3-chloro-5-isopropyl-8-((2r,3s)-2-methyl-3-(methylsulfonylmethyl)azetidin-1-yl)isoquinoline